P(O)(O)N.N1=C(C=CC=C1)SSC1=NC=CC=C1 PYRIDYL DISULFIDE PHOSPHORAMIDITE